(2R,5S)-4-(5-cyclopropyl-7-(4-((trimethylsilyl)ethynyl)pyridin-2-yl)-7H-pyrrolo[2,3-d]pyrimidin-4-yl)-2,5-dimethylpiperazine-1-carboxylic acid tert-butyl ester C(C)(C)(C)OC(=O)N1[C@@H](CN([C@H](C1)C)C=1C2=C(N=CN1)N(C=C2C2CC2)C2=NC=CC(=C2)C#C[Si](C)(C)C)C